1-(4-((4-((2-(2-hydroxypropan-2-yl)-4-(3-(trifluoromethyl)phenoxy)phenyl)amino)-7-methoxyquinazolin-6-yl)oxy)piperidin-1-yl)prop-2-en-1-one OC(C)(C)C1=C(C=CC(=C1)OC1=CC(=CC=C1)C(F)(F)F)NC1=NC=NC2=CC(=C(C=C12)OC1CCN(CC1)C(C=C)=O)OC